triacontenol CCCCCCCCCCCCCCCCCCCCCCCCCCCCC=CO